2-[2-(5-chloro-7-methoxy-pyrazolo[4,3-d]pyrimidin-1-yl)ethyl]-5-methyl-1,3,4-oxadiazole ClC=1N=C(C2=C(N1)C=NN2CCC=2OC(=NN2)C)OC